(R)-2-(4-isobutylphenyl)-N-phenylpropylamine C(C(C)C)C1=CC=C(C=C1)[C@H](CNC1=CC=CC=C1)C